N-(3-hydroxybicyclo[1.1.1]pentan-1-yl)-2-oxo-2-((4R,5R)-3,3,7,7-tetrafluoro-4-hydroxy-1-azaspiro[4.4]nonan-1-yl)acetamide OC12CC(C1)(C2)NC(C(N2CC([C@@H]([C@@]21CC(CC1)(F)F)O)(F)F)=O)=O